1-iodo-4-(2-methoxyethyl)benzene IC1=CC=C(C=C1)CCOC